NC1=NC=C(C=C1C1=C(C=C(C=C1)NC(=O)C1=CN(C(=C(C1=O)C1=CC=C(C=C1)F)C#N)C(C)C)F)C=1C=NN(C1)C1CCOCC1 N-(4-(2-amino-5-(1-(tetrahydro-2H-pyran-4-yl)-1H-pyrazol-4-yl)pyridin-3-yl)-3-fluorophenyl)-6-cyano-5-(4-fluorophenyl)-1-isopropyl-4-oxo-1,4-dihydropyridine-3-carboxamide